1-(1-(4-(6-(trifluoromethyl)pyridin-3-yl)phenyl)butyl)-1H-imidazole-5-carboxylic acid FC(C1=CC=C(C=N1)C1=CC=C(C=C1)C(CCC)N1C=NC=C1C(=O)O)(F)F